BrC1=CC=C(OCC2OC3C(C3OC2)(F)F)C=C1 cis-3-((4-bromophenoxy)methyl)-7,7-difluoro-2,5-dioxabicyclo[4.1.0]heptane